C(=O)=C(CC)CC1=C(C=C(C(=C1)F)F)F 3-carbonyl-4-(2,4,5-trifluorophenyl)-butane